C1(=C(C=CC=C1)OC1=C(C=CC=C1)S(=O)(=O)[O-])C.C[NH+](C)C trimethyl-ammonium toluyloxy-benzenesulphonate